N1(C=NC=C1)C=1C=CC(=C(C1)O)C=1N=NC(=CC1)N([C@@H]1C[C@]2(C=C[C@@H](C1)N2)C)C 5-(1H-imidazol-1-yl)-2-(6-(methyl((1S,3S,5R)-1-methyl-8-azabicyclo[3.2.1]oct-6-en-3-yl)amino)pyridazin-3-yl)phenol